CN(C(O)=O)C1=C(C=C(C=C1)C)Br.ClC=1C=C(C=CC1)C(CCCC\C=C/C1=NC=CC=C1)=O (Z)-(3-chlorophenyl)-7-(pyridine-2-yl)hept-6-ene-1-one methyl-(2-bromo-4-methylphenyl)carbamate